dimercaptobenzothiazole SC1=CC=CC2=C1N=C(S2)S